N-{1-[7-(2,3-dichlorophenyl)-2-(hydroxymethyl)-6-methylpyrazolo[1,5-a]pyrazin-4-yl]-4-methylpiperidin-4-yl}carbamic acid tert-butyl ester C(C)(C)(C)OC(NC1(CCN(CC1)C=1C=2N(C(=C(N1)C)C1=C(C(=CC=C1)Cl)Cl)N=C(C2)CO)C)=O